NC=1C=C2C=C3C=CC(=CC3=CC2=CC1)OB(O)O (6-aminoanthracene-2-yl)boric acid